(1r,4s)-4-(((6-(2-chloro-3-(2-(4-((((1s,4r)-4-hydroxycyclohexyl)amino)methyl)-3-methoxyphenyl)-3-methylpyridin-4-yl)phenyl)-2-methoxypyridin-3-yl)methyl)amino)cyclohexan-1-ol ClC1=C(C=CC=C1C1=C(C(=NC=C1)C1=CC(=C(C=C1)CNC1CCC(CC1)O)OC)C)C1=CC=C(C(=N1)OC)CNC1CCC(CC1)O